(1S,3'R,6'S,7'E)-6-chloro-3,4-dihydro-2H,14'H-spiro[naphthalene-1,21'-[19]oxa[12]thia[1,13]diazatetracyclo[13.7.2.03,6.018,23]tetracosa[7,15,17,23]tetraen]-14'-one 12',12'-dioxide ClC=1C=C2CCC[C@]3(COC4=CC=C5C(NS(CCC/C=C/[C@@H]6CC[C@H]6CN(C3)C4=C5)(=O)=O)=O)C2=CC1